Decyl (2-((4-(dimethylamino) butanoyl) oxy)-3-((6-((2-hexyloctyl) oxy)-6-oxohexanoyl) oxy) propyl) adipate C(CCCCC(=O)OCC(COC(CCCCC(=O)OCC(CCCCCC)CCCCCC)=O)OC(CCCN(C)C)=O)(=O)OCCCCCCCCCC